ethyl (3S)-4-chloro-3-tert-butyloxy-butyrate ClC[C@H](CC(=O)OCC)OC(C)(C)C